4,5-diphenyl-imidazolidine-2-carboxylic acid C1(=CC=CC=C1)C1NC(NC1C1=CC=CC=C1)C(=O)O